N-(2-(4-benzyl-piperidine-1-yl)propyl)aniline C(C1=CC=CC=C1)C1CCN(CC1)C(CNC1=CC=CC=C1)C